C(C1=CC=CC=C1)OC(=O)N1CC=2N(CC1)C(=NC2)C2=C(C=C(C=C2)NC(=O)C2CC2)N2C[C@H](C[C@@H](C2)C)C trans-3-[4-(cyclopropanecarbonylamino)-2-(3,5-dimethylpiperidin-1-yl)phenyl]-6,8-dihydro-5H-imidazo[1,5-a]pyrazine-7-carboxylic acid benzyl ester